(2S,4R)-1-(2-(3-acetyl-7-((dimethyl-amino)methyl)-5-(2-methylpyrimidin-5-yl)-1H-indazol-1-yl)acetyl)-N-(6-bromopyridin-2-yl)-4-fluoropyrrolidine-2-carboxamide C(C)(=O)C1=NN(C2=C(C=C(C=C12)C=1C=NC(=NC1)C)CN(C)C)CC(=O)N1[C@@H](C[C@H](C1)F)C(=O)NC1=NC(=CC=C1)Br